CC1=NC=C(C=C1C(=O)O)C(=O)O methyl-3,5-pyridinedicarboxylic acid